3-(5,7-Difluoro-4-oxo-6-((2-(trifluoromethoxy)phenyl)ethynyl)-1,4-dihydroquinolin-2-yl)-4-(methylsulfonyl)benzonitrile FC1=C2C(C=C(NC2=CC(=C1C#CC1=C(C=CC=C1)OC(F)(F)F)F)C=1C=C(C#N)C=CC1S(=O)(=O)C)=O